([(tert-butoxy)carbonyl]amino)propanoic acid C(C)(C)(C)OC(=O)NC(C(=O)O)C